1-(6-(4-(5-chloro-6-methyl-1H-indazol-4-yl)-3-(cinnolin-6-yl)-5-methyl-1H-pyrazol-1-yl)-2-azaspiro[3.3]hept-2-yl)prop-2-en-1-one (2r,3ar,5r,6ar)-octahydropentalene-2,5-diyl-dimesylate C1C(CC2CC(CC12)CS(=O)(=O)O)CS(=O)(=O)O.ClC=1C(=C2C=NNC2=CC1C)C=1C(=NN(C1C)C1CC2(CN(C2)C(C=C)=O)C1)C=1C=C2C=CN=NC2=CC1